The molecule is a 1,2-diacyl-sn-glycero-3-phosphocholine in which the 1- and 2-acyl groups are specified as hexadecanoyl and 9-oxononanoyl respectively. It has a role as a Papio hamadryas metabolite and a human metabolite. It is an aldehyde and a 1,2-diacyl-sn-glycero-3-phosphocholine. It derives from a hexadecanoic acid and a 9-oxononanoic acid. CCCCCCCCCCCCCCCC(=O)OC[C@H](COP(=O)([O-])OCC[N+](C)(C)C)OC(=O)CCCCCCCC=O